FC=1OC2=C(C1)C1=C(C=C2OC)SC(=C1)C(CP(OC)(OC)=O)=O dimethyl (2-(2-fluoro-4-methoxythieno[3,2-e]benzofuran-7-yl)-2-oxoethyl)phosphonate